bis(2-ethylhexyl)butanamide C(C)C(CC(C(=O)N)(CC)CC(CCCC)CC)CCCC